CC1(C[C@H]2[C@H](O1)[C@@H]1C([C@H](C([C@@H]1CC2)(C)C)C)(C)C)C (3aS,5aR,7S,8aS,8bS)-2,2,6,6,7,8,8-heptamethyldecahydro-2H-indeno[4,5-b]furan